ClC=1C=C2C(=NC1)OC(=N2)C2CC1(CC(C1)NC(=O)C=1OC(=CC1)S(=O)(=O)C1CC1)C2 (Ra)-N-[6-(6-chlorooxazolo[5,4-b]pyridin-2-yl)spiro[3.3]heptan-2-yl]-5-cyclopropylsulfonyl-furan-2-carboxamide